8-(4-(4-(((R)-5-(cyclohexylmethyl)-4-ethyl-1-methyl-4,5-dihydro-[1,2,4]triazolo[4,3-f]pteridin-7-yl)amino)-3-methoxybenzoyl)piperazin-1-yl)-4-methyl-1-oxophthalazine C1(CCCCC1)CN1[C@@H](C=2N(C=3C=NC(=NC13)NC1=C(C=C(C(=O)N3CCN(CC3)C=3C=CC=C4C(=NNC(C34)=O)C)C=C1)OC)C(=NN2)C)CC